4-((5-(3-ethyl-3-hydroxy-2-oxoindolin-1-yl)pyridin-3-yl)methyl)phthalazin-1(2H)-one C(C)C1(C(N(C2=CC=CC=C12)C=1C=C(C=NC1)CC1=NNC(C2=CC=CC=C12)=O)=O)O